COC1=CC=C(N=N1)N N-(6-(METHOXY)PYRIDAZIN-3-YL)AMIN